FC1=CC(=C(C=C1)C1=NC=CC2=C1CN(C2=O)C2=NN(C=C2)C)OCC(F)(F)F 4-[4-fluoro-2-(2,2,2-trifluoroethoxy)phenyl]-2-(1-methyl-1H-pyrazol-3-yl)-2,3-dihydro-1H-pyrrolo[3,4-c]pyridin-1-one